N-(3-aminopropyl)-5-bromo-2-methanesulfonylaniline NCCCNC1=C(C=CC(=C1)Br)S(=O)(=O)C